FC(S(=O)(=O)OC1=CC(=CC(=C1)C(F)(F)F)C(=O)N[C@H](C)C1=NC=NN1C1=NC=CC=N1)(F)F (R)-3-[[[1-[1-(2-Pyrimidinyl)-1H-1,2,4-triazol-5-yl]ethyl]amino]carbonyl]-5-(trifluoromethyl)phenyl 1,1,1-trifluoromethanesulfonate